5-(3-((3-hydroxycyclopentyl)amino)-5-methyl-1,2,4-triazin-6-yl)benzothiophene-4-ol OC1CC(CC1)NC=1N=NC(=C(N1)C)C1=CC=C2C(C=CS2)=C1O